ClC1=C(C=CC(=C1)N)N 2-chlorobenzene-1,4-diamine